7-ethoxy(4-methylcoumarin) C(C)OC1=CC=C2C(=CC(OC2=C1)=O)C